FC1=C(C(=CC=C1)F)C1=N[C@H](C2=NN=C(N2C=2SC=3[C@H](CCCCC3C12)F)C)C (7S,16S)-9-(2,6-difluorophenyl)-16-fluoro-3,7-dimethyl-18-thia-2,4,5,8-tetraazatetracyclo[8.8.0.02,6.011,17]octadeca-1(10),3,5,8,11(17)-pentaene